3,5-difluoro-4-((4-methyl-2-phenylquinolin-6-yl)oxyphenyl)-1,2,4-triazine FC1N=NC=C(N1C1=C(C=CC=C1)OC=1C=C2C(=CC(=NC2=CC1)C1=CC=CC=C1)C)F